C1(CCCCC1)N1C[C@H]([C@@H](CC1)NC(=O)C1=NOC(=C1)C1=C(C=C(C=C1)F)F)C(=O)N1CC(CC1)C1=CC=CC=C1 |o1:8,9| 5-(2,4-Difluoro-phenyl)-isoxazole-3-carboxylic acid [(3R*,4R*)-1-cyclohexyl-3-(3-phenyl-pyrrolidine-1-carbonyl)-piperidin-4-yl]-amide